(Z)-2-((5-(4-Hydroxy-3-(piperidine-1-carbonyl)phenyl)furan-2-yl)methylene)benzo[b]thiophen-3(2H)-one OC1=C(C=C(C=C1)C1=CC=C(O1)\C=C/1\C(C2=C(S1)C=CC=C2)=O)C(=O)N2CCCCC2